1-amyl-2-(4-nitrophenyl)-2,3-dihydropyridin-4-one C(CCCC)N1C(CC(C=C1)=O)C1=CC=C(C=C1)[N+](=O)[O-]